C1[C@H]([C@H]([C@@H]([C@@H](O1)O[C@@H]2[C@H](OC3=CC(=CC(=C3C2=O)O)O)C4=CC(=C(C=C4)O)O)O)O)O The molecule is a flavanone glycoside that is (+)-taxifolin substituted by a beta-D-arabinopyranosyl residue at position 3. It has a role as a metabolite. It is a beta-D-arabinopyranoside, a member of 3'-hydroxyflavanones, a flavanone glycoside, a monosaccharide derivative, a tetrahydroxyflavanone and a member of 4'-hydroxyflavanones. It derives from a beta-D-arabinopyranose and a (+)-taxifolin.